CO[Si](OC)(OC)CCCN1N=NC2=C1C=CC=C2 N-(trimethoxysilyl-propyl)-1H-benzotriazole